C[Si](C#CC=1C=C2C(=NC1)NN=C2)(C)C 5-[2-(trimethylsilyl)ethynyl]-1H-pyrazolo[3,4-b]pyridine